P(O)(=O)(OP(=O)(O)OP(=O)(O)O)OC[C@@H]1[C@](C[C@@H](O1)N1C(=O)NC(N)(C(=C1)C)N=[N+]=[N-])(O)ON 4-azido-5-methyl-2'-deoxy-3'-aminoxy-cytidine 5'-triphosphate